tert-butyl N-((2-bromo-3,4,5,6-tetrafluorophenyl)sulfonyl)-N-((4-methylpyridin-3-yl)methyl)glycinate BrC1=C(C(=C(C(=C1F)F)F)F)S(=O)(=O)N(CC(=O)OC(C)(C)C)CC=1C=NC=CC1C